2-(propan-2-ylideneamino)oxyethyl (2R)-2-[4-(6-chloroquinoxalin-2-yl)oxyphenoxy]propanoate ClC=1C=C2N=CC(=NC2=CC1)OC1=CC=C(O[C@@H](C(=O)OCCON=C(C)C)C)C=C1